tert-Butyl 4-((2R,3R)-1-(6-(4-hydroxy-4-methyl-1-oxa-8-azaspiro[4.5]decan-8-yl)-2-(trifluoromethyl)pyrimidin-4-yl)-2-methylazetidin-3-yl)piperazine-1-carboxylate OC1(CCOC12CCN(CC2)C2=CC(=NC(=N2)C(F)(F)F)N2[C@@H]([C@@H](C2)N2CCN(CC2)C(=O)OC(C)(C)C)C)C